CN1C(=[NH+]C=C1)CC 1-Methyl-2-ethylimidazolium